C(C1=CC=CC=C1)OC1=C(C(=O)OCC2=CC=CC=C2)C=CC(=C1)N(C(=O)[C@@H]1N(CC1)S(=O)(=O)C1=C(C(=CC(=C1F)F)F)F)CC1=NC=C(N=C1)C1CCCCC1 benzyl (R)-2-(benzyloxy)-4-(N-((5-cyclohexylpyrazin-2-yl)methyl)-1-((2,3,5,6-tetrafluorophenyl)sulfonyl)azetidine-2-carboxamido)benzoate